3-acetyl-6-chloro-7-fluoroquinolin-2(1H)-one C(C)(=O)C=1C(NC2=CC(=C(C=C2C1)Cl)F)=O